3-(tert-butyl)-5-(3-(4',6'-di-tert-butyl-[1,1':3',1''-terphenyl]-2'-yl-2,2'',3,3'',4,4'',5,5'',6,6''-d10)-2,3-dihydro-1H-benzo[d]imidazol-1-yl)phenol C(C)(C)(C)C=1C=C(C=C(C1)N1CN(C2=C1C=CC=C2)C2=C(C(=CC(=C2C2=C(C(=C(C(=C2[2H])[2H])[2H])[2H])[2H])C(C)(C)C)C(C)(C)C)C2=C(C(=C(C(=C2[2H])[2H])[2H])[2H])[2H])O